CC=1C=NC=CC1C#CC=1C=NC=CC1SC(C(=O)O)(C)C 2-((3-(3-methyl-pyridin-4-ylethynyl)pyridin-4-yl)mercapto)-2-methylpropanoic acid